2-(2-hydroxyethyl)piperazine-1-carboxylate OCCC1N(CCNC1)C(=O)[O-]